BrC1=C(C=2C3=C(C(NC2C=C1F)(C)C)N=CO3)C 8-bromo-7-fluoro-4,4,9-trimethyl-4,5-dihydro-oxazolo[4,5-c]quinoline